O1C(=CC2=C1C=CC=C2)C2=CC=C(C=C2)N(C2=CC=C(C=C2)C2=CC=C(C=C2)C2=CC1=C(N=C(O1)C1=CC=CC=C1)C=C2)C2=CC=C(C=C2)C=2OC1=C(N2)C=CC=C1 N-(4-benzofuran-2-yl-phenyl)-N-(4-benzooxazole-2-yl-phenyl)-N-{4'-(2-phenyl-benzooxazole-6-yl)-[1,1']biphenyl-4-yl}-amine